ClC1=CC=C(N=N1)N1[C@H]2[C@@H](OCC1)CCN(C2)C(=O)OCC2=CC=CC=C2 |r| benzyl rac-(4aR,8aS)-4-(6-chloropyridazin-3-yl)-3,4a,5,7,8,8a-hexahydro-2H-pyrido[4,3-b][1,4]oxazine-6-carboxylate